FC=1C(=C(C=CC1F)C(=O)N1C(CC1)CNCCO)NC1=C(C=C(C=C1)I)F 2-({[1-({3,4-difluoro-2-[(2-fluoro-4-iodophenyl)amino]phenyl}carbonyl)azetidin-2-yl]methyl}amino)ethanol